1,2-diamino-naphthalene NC1=C(C=CC2=CC=CC=C12)N